F[C@@H]1[C@H](CNC1)NC1=NC=CC(=N1)C=1C=NN2C1N=C(C(=C2)OC)C(C)(C)O 2-(3-(2-(((3S,4S)-4-fluoropyrrolidin-3-yl)amino)pyrimidin-4-yl)-6-methoxypyrazolo[1,5-a]pyrimidin-5-yl)propan-2-ol